3-Isopropyl-N-methyl-N-(tetrahydro-2H-pyran-4-yl)-1H-indazol-5-amine C(C)(C)C1=NNC2=CC=C(C=C12)N(C1CCOCC1)C